C1(=CC=CC=C1)C=CC(=O)O 3-phenyl-2-propenoic acid